N-(3-(1H-imidazol-1-yl)propyl)-5-phenyl-1H-pyrazole-3-carboxamide N1(C=NC=C1)CCCNC(=O)C1=NNC(=C1)C1=CC=CC=C1